FC(N1C2=C(C=3C=CC(=CC13)C=1C=CC(=NC1)OCCOCCOCCOCCOCCOC=1C=C3C(N(C(C3=CC1)=O)C1C(NC(CC1)=O)=O)=O)C=NC=C2)F 5-((14-((5-(5-(difluoromethyl)-5H-pyrido[4,3-b]indol-7-yl)pyridin-2-yl)oxy)-3,6,9,12-tetraoxatetradecyl)oxy)-2-(2,6-dioxopiperidin-3-yl)isoindoline-1,3-dione